C(C)(C)(C)OCCC(=O)N1CCCC2=CC(=CC=C12)[C@@H](C(=O)NC1=CC=C(C=C1)F)C (2S)-2-[1-(3-tert-Butoxypropanoyl)-1,2,3,4-tetrahydrochinolin-6-yl]-N-(4-fluorophenyl)propanamid